7-amino-3-bromo-5-(methyl-sulfonyl)pyrazolo[1,5-a]pyrimidine-6-carbonitrile NC1=C(C(=NC=2N1N=CC2Br)S(=O)(=O)C)C#N